6-(cyclopropanecarboxamido)-4-((1,5-dimethyl-4,5-dihydro-1H-pyrazolo[4,3-c]quinolin-6-yl)amino)-N-(methyl-d3)nicotinamide C1(CC1)C(=O)NC1=NC=C(C(=O)NC([2H])([2H])[2H])C(=C1)NC1=CC=CC=2C3=C(CN(C12)C)C=NN3C